(S)-3-chloro-2-(3-hydroxypyrrolidin-1-yl)pyridine-4-thiol sodium salt [Na].ClC=1C(=NC=CC1S)N1C[C@H](CC1)O